ClC1=CC=C(C(=N1)C(=O)N)O[C@H](C)C=1C=C(C=C2C(C(=C(OC12)C1=CC2=C(N=C(S2)CC)C=C1)C)=O)C 6-Chloro-3-[(1R)-1-[2-(2-ethyl-1,3-benzothiazol-6-yl)-3,6-dimethyl-4-oxo-chromen-8-yl]ethoxy]pyridine-2-carboxamide